2-(12-Isopropyl-9-oxo-3-thia-1,10,11-triazatricyclo[6.4.0.02,6]dodeca-2(6),4,7,11-tetraen-10-yl)-N-(2-oxo-4-piperidinyl)acetamide C(C)(C)C1=NN(C(C2=CC=3C=CSC3N12)=O)CC(=O)NC1CC(NCC1)=O